BrC=1C=CC2=C(NC(=N2)NCCO)C1 2-((6-bromo-1H-benzo[d]imidazol-2-yl)amino)ethan-1-ol